C[C@@H](CC1=CC=C(C=C1)OC(C1=CC=C(C=C1)OCCCCCC)=O)CC |r| (±)-4-(2-methylbutyl)phenyl-4-hexyloxybenzoate